BrC=1C=C(OC2=CC=3N(C4=C(C(=C(C(=C4C3C(=C2[2H])[2H])[2H])[2H])[2H])[2H])C2=NC=CC(=C2)C(C)(C)C)C=CC1 2-(3-bromophenoxy)-9-(4-(tert-butyl)pyridin-2-yl)-9H-carbazole-3,4,5,6,7,8-d6